C(CCC)N1C(C2=CC=CC=C2C(=N1)C(=O)N1CCN(CC1)C1=NC=CN=C1)=O 2-butyl-4-[[4-(2-pyrazinyl)-1-piperazinyl]carbonyl]-1(2H)-phthalazinone